OC1CNC(C=2N(C1)C=CC2)=O 4-hydroxy-2,3,4,5-tetrahydro-1H-pyrrolo[1,2-a][1,4]diazepine-1-one